FC1=NN2C(N=CC(=C2[C@H](C)OC)NC(=O)NC=2C=NC=C(C2)C(F)(F)F)=C1 (S)-1-(2-fluoro-7-(1-methoxyethyl)pyrazolo[1,5-a]pyrimidin-6-yl)-3-(5-(trifluoro-methyl)pyridin-3-yl)urea